Azafluoranthene C1=CC=C2C(=C1)C3=CC=CC4=C3C2=NC=C4